Trisodium bismuth [Bi].[Na].[Na].[Na]